FC(C=1C=NN(C1)C1=CC(=NC=N1)OC1CC2(C(N3[C@H](O2)CC[C@H]3C3=CC(=CC(=C3)F)F)=O)C1)F (5'S,7a'R)-3-((6-(4-(difluoromethyl)-1H-pyrazol-1-yl)pyrimidin-4-yl)oxy)-5'-(3,5-difluorophenyl)tetrahydro-3'H-spiro[cyclobutane-1,2'-pyrrolo[2,1-b]oxazol]-3'-one